5-chloro-2-(difluoromethyl)-N-((1r,4r)-4-((3-(2-methyl-benzo[d]thiazol-5-yl)-2-oxo-2,3-dihydro-1H-imidazo[4,5-b]pyridin-1-yl)methyl)cyclohexyl)nicotinamide ClC=1C=NC(=C(C(=O)NC2CCC(CC2)CN2C(N(C3=NC=CC=C32)C=3C=CC2=C(N=C(S2)C)C3)=O)C1)C(F)F